[2-(4-cyclopropyl-6-methoxy-pyrimidin-5-yl)-6-methoxy-pteridin-4-yl] methanesulfonate CS(=O)(=O)OC1=NC(=NC2=NC=C(N=C12)OC)C=1C(=NC=NC1OC)C1CC1